(3S,11aR)-6-hydroxy-3-methyl-N-[(3-methyl-1,2,4-oxadiazol-5-yl)methyl]-5,7-dioxo-2,3,5,7,11,11a-hexahydro[1,3]oxazolo[3,2-a]pyrido[1,2-d]pyrazine-8-carboxamide OC=1C(C(=CN2C[C@@H]3N(C(C21)=O)[C@H](CO3)C)C(=O)NCC3=NC(=NO3)C)=O